tert-butyl 4-(3-cyclopropyl-1-(trans-3-(hydroxymethyl)cyclobutyl)-1H-indazol-4-yl)piperazine-1-carboxylate C1(CC1)C1=NN(C2=CC=CC(=C12)N1CCN(CC1)C(=O)OC(C)(C)C)[C@@H]1C[C@H](C1)CO